C(C)(C)NC1=NC=NC(=C1C)NC1=NNC(=C1)C 4-(isopropylamino)-5-methyl-6-((5-methyl-1H-pyrazol-3-yl)amino)pyrimidin